6-(2-((2-Phenyl-1H-benzo[d]imidazol-1-yl)methyl)phenoxy)hexanoic acid C1(=CC=CC=C1)C1=NC2=C(N1CC1=C(OCCCCCC(=O)O)C=CC=C1)C=CC=C2